N-(3-methyl-1-(pyridin-4-yl)-1H-pyrazol-4-yl)propenamide CC1=NN(C=C1NC(C=C)=O)C1=CC=NC=C1